OCC(CO)(CO)CC1=CC=C(C=C1)[N+](=O)[O-] 2-(Hydroxymethyl)-2-[(4-nitrophenyl)methyl]-1,3-propanediol